(R)-1-(6-(3-methyl-1H-pyrrolo[2,3-b]pyridin-5-yl)-8-(morpholin-3-yl)-3,4-dihydroisoquinolin-2(1H)-yl)ethan-1-one CC1=CNC2=NC=C(C=C21)C=2C=C1CCN(CC1=C(C2)[C@H]2NCCOC2)C(C)=O